C(C1=CC=CC=C1)(=O)OC[C@@H]1OC([C@@H]([C@H]1OC(C1=CC=CC=C1)=O)OC(C1=CC=CC=C1)=O)OC(C)=O [(2S,3S,4R)-5-acetoxy-3,4-dibenzoyloxy-tetrahydrofuran-2-yl]methyl benzoate